3-[2,2-dioxo-1-(quinolin-3-yl)-1H-4,2,1-benzooxathiazin-3-yl]-N-methylpropan-1-amine O=S1(N(C2=C(OC1CCCNC)C=CC=C2)C=2C=NC1=CC=CC=C1C2)=O